((2S,5S)-9-fluoro-2,3-dihydro-2,5-methanopyrido[3,4-f][1,4]oxazepin-4(5H)-yl)(1-methylcyclopentyl)methanone FC1=CN=CC=2[C@H]3N(C[C@@H](OC21)C3)C(=O)C3(CCCC3)C